C(C)(C)OC([C@H](C)NP(=O)(OC1=CC=CC=C1)CO[C@@H](CN1C2=NC=NC(=C2N=C1)N)C)=O (2S)-2-[[[(1R)-2-(6-aminopurine-9-yl)-1-methyl-ethoxy]methyl-phenoxy-phosphoryl]amino]propionic acid isopropyl ester